C(C)OC1=CC=C2C=CC=NC2=C1C(=O)N1[C@@H]2[C@@H](C[C@H](C1)C2)NC2=NC=C(C=C2)C(F)(F)F (7-ethoxyquinolin-8-yl)((1S,4S,6R)-6-((5-(trifluoromethyl)pyridin-2-yl)amino)-2-azabicyclo[2.2.1]heptan-2-yl)methanone